2-(4,5-dichloro-6-oxo-pyridazin-1-yl)-N-[3-methyl-4-(2-pyridylmethylsulfamoyl)phenyl]acetamide ClC=1C=NN(C(C1Cl)=O)CC(=O)NC1=CC(=C(C=C1)S(NCC1=NC=CC=C1)(=O)=O)C